C1=NC2=C(N1[C@H]3[C@@H]([C@@H]([C@H](O3)COP(=O)([O-])OP(=O)([O-])O[C@@H]4[C@H]([C@H]([C@@H]([C@H](O4)C(=O)[O-])O)O)O)O)O)N=C(NC2=O)N The molecule is a GDP-D-mannuronate in which the anomeric centre of the mannuronate fragment has alpha-configuration. It is a conjugate base of a GDP-alpha-D-mannuronic acid.